O=C1NC(CCC1C1=CC=C(C=C1)NC(CC)=O)=O N-(4-(2,6-dioxopiperidin-3-yl)phenyl)propanamide